6-Chloro-3-[4-[3-dimethylphosphoryl-5-(1H-pyrazol-4-yl)-1-piperidyl]pyrimidin-2-yl]imidazo[1,2-a]pyridine ClC=1C=CC=2N(C1)C(=CN2)C2=NC=CC(=N2)N2CC(CC(C2)C=2C=NNC2)P(=O)(C)C